FC(OC(C(OC(F)(F)F)(F)F)(F)F)F 1-(difluoromethoxy)-1,1,2,2-tetrafluoro-2-(trifluoromethoxy)ethane